(7R,8aS)-2-benzyl-octahydropyrrolo[1,2-a]pyrazin-7-ol C(C1=CC=CC=C1)N1C[C@H]2N(CC1)C[C@@H](C2)O